FC=1C(=C(C=CC1F)[C@H]1[C@@H](O[C@H]([C@H]1C)C(F)(F)F)C(=O)O)OC |r| rac-(2R,3S,4S,5R)-3-(3,4-difluoro-2-methoxyphenyl)-4-methyl-5-(trifluoromethyl)tetrahydrofuran-2-carboxylic acid